BrC=1C=C(C=CC1C(F)(F)F)[C@@H]1[C@H]([C@@H](CCC1)C(NC1=C(C=C(C=C1)C(F)(F)F)F)=O)C(=O)O |r| rac-(1R,2S,6R)-2-(3-bromo-4-(trifluoromethyl)phenyl)-6-((2-fluoro-4-(trifluoromethyl)phenyl)carbamoyl)cyclohexane-1-carboxylic acid